(S)-2-(4-(4-fluorophenyl)-thiazol-2-yl)-N-(4-methoxyphenyl)pyrrolidine-1-carboxamide FC1=CC=C(C=C1)C=1N=C(SC1)[C@H]1N(CCC1)C(=O)NC1=CC=C(C=C1)OC